BrC=1C=C2C3=C(C(N(C3=CC=C2)C2C(NC(CC2)=O)=O)=O)C1 3-(4-bromo-2-oxo-benzo[cd]indol-1-yl)piperidine-2,6-dione